(2-(4-methylpiperazin-1-yl)ethyl)-N-methylcarbamic acid methyl ester COC(N(C)CCN1CCN(CC1)C)=O